2-OXO-3-(3-(5,6,7,8-TETRAHYDRO-1,8-NAPHTHYRIDIN-2-YL)PROPYL)IMIDAZOLIDIN O=C1NCCN1CCCC1=NC=2NCCCC2C=C1